Cl.CN(C)C(C(=O)O)C N,N-dimethylaminopropionic acid hydrochloride